CN1CCN(CC1)C1=C(C=CC=C1)NC(=O)C1=NC=CC2=C1NC1=CC=CC=C21 N-(2-(4-methylpiperazin-1-yl)phenyl)-9H-pyrido[3,4-b]indole-1-carboxamide